acrylic acid 1-ethyl-1-cyclopentyl ester C(C)C1(CCCC1)OC(C=C)=O